FC(C(=O)O)(F)F.NC1=CC(=NC=C1C1=NN2C(CN(CC2)C)=C1)NC(C)=O N-(4-amino-5-(5-methyl-4,5,6,7-tetrahydropyrazolo[1,5-a]pyrazin-2-yl)pyridin-2-yl)acetamide trifluoroacetate